C1C=2N(CO1)COC2 3H,5H-Oxazolo[3,4-c]oxazol